benzyl 2-(2-acetoxy-4-((trifluoromethyl)thio)phenyl)-5-(4-amino-6-(trifluoromethyl)nicotinoyl)-2,3,4,5,5a,6,8,9-octahydro-7H-1,2,5,7-tetraazabenzo[cd]azulene-7-carboxylate C(C)(=O)OC1=C(C=CC(=C1)SC(F)(F)F)N1N=C2CCN(CC3C2=C1CCN3C(C3=CN=C(C=C3N)C(F)(F)F)=O)C(=O)OCC3=CC=CC=C3